FC=1C=C(C=NC1)[C@@H]1CC[C@H]2OC3(C(N21)=O)CCNCC3 (5'S,7a'R)-5'-(5-fluoropyridin-3-yl)tetrahydro-3'H-spiro[piperidine-4,2'-pyrrolo[2,1-b]oxazol]-3'-one